BrC=1C=CC(=NC1)CC(=O)NC1=CC(=C(C(=C1)Cl)C1=CC=C(C=C1)S(=O)(=O)CC)Cl 2-(5-bromopyridine-2-yl)-N-(2,6-dichloro-4'-(ethylsulfonyl)-[1,1'-biphenyl]-4-yl)acetamide